C(C)O[Si](OCC)(OCC)OCC.C(C)O[Si](OCC)(OCC)OCC tetraethoxysilane tetraethyl-silicate